N,1-dimethyl-2,3-dioxo-4-(1-(4-(trifluoromethoxy)benzyl)piperidin-4-yl)-1,2,3,4-tetrahydropyrido[2,3-b]pyrazine-7-carboxamide CNC(=O)C1=CC2=C(N(C(C(N2C)=O)=O)C2CCN(CC2)CC2=CC=C(C=C2)OC(F)(F)F)N=C1